6-chloro-1-cyclobutyl-N-(4-fluorobenzyl)-3-methyl-1H-pyrazolo[3,4-d]pyrimidin-4-amine ClC1=NC(=C2C(=N1)N(N=C2C)C2CCC2)NCC2=CC=C(C=C2)F